ethyl 3-((4-(N,N-diethylsulfamoyl)phenyl)sulfonyl)-3-azabicyclo[3.1.1]heptane-1-carboxylate C(C)N(S(=O)(=O)C1=CC=C(C=C1)S(=O)(=O)N1CC2(CC(C1)C2)C(=O)OCC)CC